C[Si](OC(CN)C)(OC(CN)C)C 2,2'-((dimethylsilanediyl)bis(oxy))bis(propan-1-amine)